ClCC=1OC(=NN1)C 2-(chloromethyl)-5-methyl-1,3,4-oxadiazole